1-(2,6-dioxopiperidin-3-yl)-2-oxo-1,2-dihydrobenzo[cd]indole O=C1NC(CCC1N1C(C2=C3C(C=CC=C13)=CC=C2)=O)=O